barium-cadmium [Cd].[Ba]